CC=1NC2=C(C=CC(=C2C1C)NC1CN(CC1)S(=O)(=O)C=C)C(=O)N 2,3-dimethyl-4-((1-(vinylsulfonyl)pyrrolidin-3-yl)amino)-1H-indole-7-carboxamide